3-[4-chloro-1-(2-trimethylsilylethoxymethyl)pyrrolo[2,3-b]pyridin-3-yl]-1,2,4-thiadiazole-5-carboxylic acid ethyl ester C(C)OC(=O)C1=NC(=NS1)C1=CN(C2=NC=CC(=C21)Cl)COCC[Si](C)(C)C